ClC1=C(C(=C(C(=C1C)/C=N/O)O)C\C=C(\C=C\[C@@]1([C@H](/C(/CC[C@H]1C)=N/O)C)C)/C)OC 4-chloro-2-[(2E,4E)-5-[(1R,2R,3E,6R)-3-(hydroxyimino)-1,2,6-trimethylcyclohexyl]-3-methylpent-2,4-dien-1-yl]-6-[(1E)-(hydroxyimino)-methyl]-3-methoxy-5-methylphenol